N-(3',4',5'-trifluorobiphenyl-2-yl)-5-chloro-1,3-dimethyl-pyrazol-4-yl-carboxamide FC=1C=C(C=C(C1F)F)C1=C(C=CC=C1)NC(=O)C=1C(=NN(C1Cl)C)C